ammonium dodecanediate C(CCCCCCCCCCC(=O)[O-])(=O)[O-].[NH4+].[NH4+]